C1(=CC=CC=C1)S(=O)(=O)O.C(C)(=O)OCC ethyl acetate, Benzenesulfonic Acid Salt